1-(1-(4-(1-(Tetrahydro-2H-pyran-2-yl)-1H-pyrazol-4-yl)phenyl)piperidin-4-yl)pyrrolidin-2-one O1C(CCCC1)N1N=CC(=C1)C1=CC=C(C=C1)N1CCC(CC1)N1C(CCC1)=O